1-(2-thienyl)-ethanone S1C(=CC=C1)C(C)=O